[6-(2-Cyclopentyloxy-pyridin-3-yl)-naphthalen-2-yloxy]-acetic acid ethyl ester C(C)OC(COC1=CC2=CC=C(C=C2C=C1)C=1C(=NC=CC1)OC1CCCC1)=O